SC1=NC=CC=C1 2-mercaptopyridine